methyl 2-chloro-3-(propanoylamino)-4-(trifluoromethoxy)benzoate ClC1=C(C(=O)OC)C=CC(=C1NC(CC)=O)OC(F)(F)F